C(C)(C)(C)OC(=O)N1CCN(CC1)C1=NC=C(C=C1)C1C(NC(CC1)=O)=O 4-(5-(2,6-dioxopiperidine-3-yl)pyridine-2-yl)piperazine-1-carboxylic acid tert-butyl ester